C(C1=CC=CC=C1)OC([C@@H](N)C(C(=O)OCC1=CC=CC=C1)C=O)=O 3-formyl-L-aspartic acid bis-benzyl ester